3-(4-Bromo-3-methyl-2-oxo-benzimidazol-1-yl)piperidine-2,6-dione BrC1=CC=CC=2N(C(N(C21)C)=O)C2C(NC(CC2)=O)=O